(2-(7-(2-(4H-1,2,4-Triazol-4-yl)ethoxy)-1-methyl-1H-pyrrolo[2,3-c]pyridin-2-yl)-4-methoxy-3-methylpyrazolo[1,5-a]pyridin-6-yl)((3R,5R)-3-amino-5-fluoropiperidin-1-yl)methanone N=1N=CN(C1)CCOC=1N=CC=C2C1N(C(=C2)C2=NN1C(C(=CC(=C1)C(=O)N1C[C@@H](C[C@H](C1)F)N)OC)=C2C)C